1-{N-[2-(2-oxo-1-pyrrolidinyl)ethyl]-2-aminobenzo[d]thiazol-5-yl}-3-(3-fluoro-4-chlorophenyl)urea O=C1N(CCC1)CCN1C(SC2=C1C=C(C=C2)NC(=O)NC2=CC(=C(C=C2)Cl)F)N